tert-Butyl 3-(cyanomethyl)-3-(cyclopropylmethylamino)azetidine-1-carboxylate C(#N)CC1(CN(C1)C(=O)OC(C)(C)C)NCC1CC1